COC1=C(C[C@H](N)C)C=C(C(=C1)I)OC |r| (R)- and (S)-2,5-Dimethoxy-4-iodoamphetamine